2-chloro-N-(2-((1-(ethylsulfonyl)piperidin-4-yl)amino)-2-oxo-1-(pyrazin-2-yl)ethyl)-N-(4-(oxazol-5-yl)phenyl)acetamide ClCC(=O)N(C1=CC=C(C=C1)C1=CN=CO1)C(C(=O)NC1CCN(CC1)S(=O)(=O)CC)C1=NC=CN=C1